5-((2-(1,3-dimethyl-1H-pyrazol-5-yl)pyridin-3-yl)methoxy)-2-methoxyisonicotinaldehyde CN1N=C(C=C1C1=NC=CC=C1COC1=CN=C(C=C1C=O)OC)C